O1C=NC(=C1)C(C)OC=1C(=NC=C(C1)B1OC(C(O1)(C)C)(C)C)N 3-{[1-(1,3-Oxazol-4-yl)ethyl]oxy}-5-(4,4,5,5-tetramethyl-1,3,2-dioxaborolan-2-yl)pyridin-2-amine